(((1's,4's)-4'''-(4,4,5,5-tetramethyl-1,3,2-dioxaborolan-2-yl)-[1,1':4',1'':4'',1'''-quaterphenyl]-1',4'-diyl)bis(oxy))bis(triethylsilane) CC1(OB(OC1(C)C)C1=CC=C(C=C1)C1=CC=C(C=C1)C1(C=CC(C=C1)(C1=CC=CC=C1)O[Si](CC)(CC)CC)O[Si](CC)(CC)CC)C